O=C1NC(CC[C@@H]1NC(OCC1=CC=CC=C1)=O)=O benzyl (S)-(2,6-dioxopiperidin-3-yl)carbamate